1-(3-nitro-6-fluoro-2-pyridyl)-8-chloro-6-fluoro-1,4-dihydro-7-piperazinyl-4-oxo-3-quinolinecarboxylic acid [N+](=O)([O-])C=1C(=NC(=CC1)F)N1C=C(C(C2=CC(=C(C(=C12)Cl)N1CCNCC1)F)=O)C(=O)O